COCOC1=C(C=C(C=C1)C)C(CC1=CC=NC=C1)(O)C1=CC=C(C=C1)C 4-(2-(2-methoxymethyloxy-5-methylphenyl)-2-(4-methylphenyl)-2-hydroxy-ethyl)-pyridine